F[C@H]1CN(CC1)CCSC=1NC2=CC=CC=C2CN1 (R)-2-((2-(3-fluoropyrrolidin-1-yl)ethyl)thio)-1,4-dihydroquinazoline